N-(2-((1S,3S,5S)-3-Cyano-2-azabicyclo[3.1.0]hexan-2-yl)-2-oxoethyl)-6-(1-cyanocyclopropyl)quinoline-4-carboxamide C(#N)[C@H]1N([C@H]2C[C@H]2C1)C(CNC(=O)C1=CC=NC2=CC=C(C=C12)C1(CC1)C#N)=O